C(C)OC(C[C@H](CC(C)C)CN)=O (S)-3-aminomethyl-5-methylhexanoic acid ethyl ester